1-[[[4-cyano-7-(4-isopropylphenyl)-2,3-dihydrobenzofuran-5-yl]amino]methyl]vinylboronic acid C(#N)C1=C(C=C(C2=C1CCO2)C2=CC=C(C=C2)C(C)C)NCC(=C)B(O)O